FC(O[C@H]1C[C@H](C1)OC=1C=NN(C1)C12CC(C1)(C2)NC(OCC[Si](C)(C)C)=O)(F)F 2-(trimethylsilyl)ethyl [3-(4-{[cis-3-(trifluoromethoxy)cyclobutyl]oxy}-1H-pyrazol-1-yl)bicyclo[1.1.1]pentan-1-yl]carbamate